N1=CC=C(C2=CC=CC=C12)C=1NC2=C(N1)C=CC=C2 2-(4-quinolyl)benzimidazole